4,5-diamino-2-((4-amino-1,2,5-oxadiazol-3-yl)methyl)-2,4-dihydro-3H-1,2,4-triazole-3-iminium chloride salt [Cl-].NN1C(N(N=C1N)CC1=NON=C1N)=[NH2+]